C(C)OC(=O)C=1C(=NC=NC1)OCC 4-ethoxypyrimidine-5-carboxylic acid ethyl ester